Ethyl-5-(2-(pyrimidin-5-yl)quinolin-8-yl)pyridin-2-amine C(C)C=1C(=NC=C(C1)C=1C=CC=C2C=CC(=NC12)C=1C=NC=NC1)N